FC1(C(=CC(CC1)=O)C)F 4,4-difluoro-3-methylcyclohex-2-en-1-one